CC1=NC(=CC=C1N)C 2,6-dimethyl-pyridin-3-amine